FC1=C2C(=NC=3N(C2=CC=C1)C(=NN3)F)N(C=3C=C(C=CC3)C3=CC=C(C=C3)C(F)(F)F)C difluoro-N-methyl-N-(4'-(trifluoromethyl)-[1,1'-biphenyl]-3-yl)-[1,2,4]triazolo[4,3-a]quinazolin-5-amine